2-methoxy-4-n-propylphenol CCCC1=CC(=C(C=C1)O)OC